4-methyl-2-[(pyridin-2-yl)methyl]-8-(trifluoromethyl)-4,5-dihydro-2H-furo[2,3-g]indazole-7-carboxylic acid CC1C2=CN(N=C2C2=C(C1)OC(=C2C(F)(F)F)C(=O)O)CC2=NC=CC=C2